5-[6-[(4-Methylpiperazin-1-yl)methyl]-1H-benzimidazol-1-yl]-3-[[(1R)-1-[2-(trifluoromethyl)phenyl]ethyl]oxy]-thiophene-2-carboxamide CN1CCN(CC1)CC=1C=CC2=C(N(C=N2)C2=CC(=C(S2)C(=O)N)O[C@H](C)C2=C(C=CC=C2)C(F)(F)F)C1